CC(C(=O)O)(Br)C1=CC=CC=C1 methyl-α-bromophenylacetic acid